5-Fluoro-2-((((trans)-4-hydroxycyclohexyl)thio)methyl)-7-(((S)-tetrahydrofuran-3-yl)methoxy)quinazolin-4(3H)-one FC1=C2C(NC(=NC2=CC(=C1)OC[C@@H]1COCC1)CS[C@@H]1CC[C@H](CC1)O)=O